C1(=CC=CC=C1)[C@H]([C@H]1CNC2=CC=CN=C2C1)NC[C@H](C)C=1C=C(C=CC1)[C@@H](C(=O)O)C |o1:19,27| (S or R)-2-(3-((R or S)-1-(((S)-phenyl((R)-1,2,3,4-tetrahydro-1,5-naphthyridin-3-yl)methyl)amino)propan-2-yl)phenyl)propanoic acid